The molecule is a phosphate salt resulting from the reaction of equimolar amounts of tris and phosphoric acid. It has a role as a buffer. It contains a member of Htris. C(C(CO)(CO)N)O.OP(=O)(O)O